1-(1-(7-(4-(4-Aminobutoxy)piperidin-1-yl)-6-methylquinolin-4-yl)-3-(tetrahydro-2H-pyran-4-yl)-5,6-dihydroimidazo[1,5-a]pyrazin-7(8H)-yl)ethan-1-one NCCCCOC1CCN(CC1)C1=C(C=C2C(=CC=NC2=C1)C=1N=C(N2C1CN(CC2)C(C)=O)C2CCOCC2)C